C(C#C)(=O)OCC(COC(C#C)=O)OCC#C 2-(prop-2-yn-1-yloxy)propane-1,3-diyl dipropiolate